N-(5-bromo-4-(2-(dimethylamino)ethoxy)pyridin-2-yl)-6-(4-(5-methyl-1,2,4-oxadiazol-3-yl)-2-(trifluoromethyl)phenyl)nicotinamide BrC=1C(=CC(=NC1)NC(C1=CN=C(C=C1)C1=C(C=C(C=C1)C1=NOC(=N1)C)C(F)(F)F)=O)OCCN(C)C